6-(4-((tert-butyldimethylsilyl)oxy)cyclohex-1-en-1-yl)thiazolo[4,5-c]pyridin-2-amine [Si](C)(C)(C(C)(C)C)OC1CC=C(CC1)C1=CC2=C(C=N1)N=C(S2)N